2-(4-methoxyphenyl)-4,6-bis(trichloromethyl)triazine COC1=CC=C(C=C1)N1NC(=CC(=N1)C(Cl)(Cl)Cl)C(Cl)(Cl)Cl